CSC=1C=C(C=CC1)C=1C=C2C(CCOC2=CC1)NC(O[C@@H]1CN2CCC1CC2)=O (S)-quinuclidin-3-yl (6-(3-(methylthio)phenyl)chroman-4-yl)carbamate